2,3-dimethylbenzo[d]thiazol-3-ium iodide [I-].CC=1SC2=C([N+]1C)C=CC=C2